5-(2,6-dimethylpyridin-4-yl)pent-4-yn-1-ol CC1=NC(=CC(=C1)C#CCCCO)C